5-[[4-(2-hydroxyethyl)phenoxy]methyl]-3-methyl-1-(4-pyridyl)pyrazole OCCC1=CC=C(OCC2=CC(=NN2C2=CC=NC=C2)C)C=C1